N-(4-(2-(2-aminopyridin-3-yl)-6-phenyl-3H-imidazo[4,5-b]pyridin-3-yl)benzyl)-4-(5-hydroxy-3-methyl-1H-pyrazol-1-yl)benzamide NC1=NC=CC=C1C1=NC=2C(=NC=C(C2)C2=CC=CC=C2)N1C1=CC=C(CNC(C2=CC=C(C=C2)N2N=C(C=C2O)C)=O)C=C1